C(C)(C)(C)OC(=O)N\C(\NCCN1C2=C(C3=CC(=CC=C13)NC1=CC(=C(C=C1)Cl)Cl)CCNC2)=N/C(OC(C)(C)C)=O (Z)-tert-Butyl (tert-butoxycarbonylamino)(2-(6-(3,4-dichlorophenylamino)-3,4-dihydro-1H-pyrido[3,4-b]indol-9(2H)-yl)ethylamino)methylenecarbamate